2,5-dibutyloxyterephthalaldehyde C(CCC)OC1=C(C=O)C=C(C(=C1)C=O)OCCCC